C12(CC3CC(CC(C1)C3)C2)C(C(=O)O)NC(=O)OC(C)(C)C 2-(adamantan-1-yl)-2-((tert-butoxycarbonyl)amino)acetic acid